3-[3-Chloro-4-[(4-methylpiperazin-1-yl)methyl]anilino]-5-(methylamino)-6-(3-methylimidazo[4,5-c]pyridin-7-yl)pyrazine-2-carboxamide formate salt C(=O)O.ClC=1C=C(NC=2C(=NC(=C(N2)NC)C=2C3=C(C=NC2)N(C=N3)C)C(=O)N)C=CC1CN1CCN(CC1)C